(S)-2-[[5-(ethylsulfonimidoyl)-6-[7-(trifluoromethylsulfanyl)imidazo[1,2-c]pyrimidin-2-yl]-3-pyridyl]oxy]-2-methyl-propanenitrile C(C)[S@@](=O)(=N)C=1C=C(C=NC1C=1N=C2N(C=NC(=C2)SC(F)(F)F)C1)OC(C#N)(C)C